FC(C1(CC1)CNC(C1=CN=CC(=C1N1CC2(CCCN2)CC1)C1=CC(=CC(=C1)F)F)=O)(F)F N-[1-(trifluoromethyl)cyclopropyl]methyl-4-(1,7-diaza-7-spiro[4.4]nonyl)-5-(3,5-difluorophenyl)nicotinamide